Tert-butyl (R/S)-((1-((2-chloro-5-oxido-6,7-dihydrothieno[3,2-d]pyrimidin-4-yl)amino)cyclobutyl)methyl)carbamate ClC=1N=C(C2=C(N1)CC[S@]2=O)NC2(CCC2)CNC(OC(C)(C)C)=O |r|